C(C)(C)(C)OC(=O)NCC=1C=CC(=C(C(=O)O)C1)C 5-(((tert-butoxycarbonyl)amino)methyl)-2-methylbenzoic acid